BrC=1C=C(C2=CN(N=C2C1OC)C(C(=O)OCC)C1=C2N(C(N1)=S)C[C@@H](C2)F)Cl Ethyl 2-(6-bromo-4-chloro-7-methoxy-2H-indazol-2-yl)-2-((R)-6-fluoro-3-thioxo-2,5,6,7-tetrahydro-3H-pyrrolo[1,2-c]imidazol-1-yl)acetate